6-Fluoro-7-hydroxy-3,4-dihydroquinolin-2(1H)-one FC=1C=C2CCC(NC2=CC1O)=O